3-(2-{[(2S,7aR)-2-fluoro-hexahydro-1H-pyrrolizin-7a-yl]methoxy}-7-bromo-6-chloro-8-fluoroquinazolin-4-yl)-3,8-diazabicyclo[3.2.1]octane-8-carboxylic acid tert-butyl ester C(C)(C)(C)OC(=O)N1C2CN(CC1CC2)C2=NC(=NC1=C(C(=C(C=C21)Cl)Br)F)OC[C@@]21CCCN1C[C@H](C2)F